(R)-2-((3-fluoro-4-((3-((1-hydroxypropan-2-yl)amino)-1-(4-methoxybenzyl)-1H-pyrazolo[3,4-b]pyridin-4-yl)oxy)phenyl)carbamoyl)-6-(4-fluorophenyl)pyridine 1-oxide FC=1C=C(C=CC1OC1=C2C(=NC=C1)N(N=C2N[C@@H](CO)C)CC2=CC=C(C=C2)OC)NC(=O)C2=[N+](C(=CC=C2)C2=CC=C(C=C2)F)[O-]